(2S)-4-[(4S,5S)-5-(3-chlorophenyl)-4-methyl-4,5-dihydro-1,3-oxazol-2-yl]-1-[N2-cyclohexyl-N6-(methylsulfonyl)-D-lysyl]-N-(thiophen-2-ylmethyl)piperazine-2-carboxamide ClC=1C=C(C=CC1)[C@H]1[C@@H](N=C(O1)N1C[C@H](N(CC1)C([C@H](NC1CCCCC1)CCCCNS(=O)(=O)C)=O)C(=O)NCC=1SC=CC1)C